FC(C1=CC=C(CC2CC3C(CN(C3)C(=O)OC(C)(C)C)C2)C=C1)(F)F tert-butyl 5-(4-(trifluoromethyl)benzyl)hexahydrocyclopenta[c]pyrrole-2(1H)-carboxylate